4-(3,4-Dichlorophenyl)-5-methyl-2-(2-thienylmethyl)imidazole ClC=1C=C(C=CC1Cl)C=1N=C(NC1C)CC=1SC=CC1